FC(C(C(F)(F)F)(O)C1=C(C=CC(=C1)C=O)C1=C(C=CC=C1)C(F)(F)F)(F)F (1,1,1,3,3,3-hexafluoro-2-hydroxypropan-2-yl)-2'-(trifluoromethyl)-[1,1'-biphenyl]-4-Formaldehyde